ClC1=CC(=C2C(=N1)N(C=N2)CCOC([2H])([2H])[2H])N2CCOCC2 4-(5-chloro-3-(2-(methoxy-d3)ethyl)-3H-imidazo[4,5-b]pyridin-7-yl)morpholine